C(C)N1CCN(CC1)S(=O)(=O)C(C)C1=CC=2NC3=CC=CC=C3SC2C=C1 2-(1-((4-ethylpiperazin-1-yl)sulfonyl)ethyl)-10H-phenothiazine